2-((3-cyano-4,6-bis(trifluoromethyl)pyridin-2-yl)amino)-N-methyl-N-(quinoxalin-6-yl)acetamide C(#N)C=1C(=NC(=CC1C(F)(F)F)C(F)(F)F)NCC(=O)N(C=1C=C2N=CC=NC2=CC1)C